1-({2-[2-fluoro-5-(trifluoromethoxy)phenyl]-6H-pyrrolo[2,3-c]pyridin-6-yl}methyl)-1H-benzotriazole FC1=C(C=C(C=C1)OC(F)(F)F)C=1C=C2C(=CN(C=C2)CN2N=NC3=C2C=CC=C3)N1